FC1=C(C=CC(=C1)C)C=1CSC2=CC=CC=C2C1C1=CC=C(C=C1)O[C@@H]1CN(CC1)CCCF 3-(2-Fluoro-4-methylphenyl)-4-[4-[(3S)-1-(3-fluoropropyl)pyrrolidin-3-yl]oxyphenyl]-2H-thiochromen